methyl 5-(4-chlorobenzyl)-8-(4-cyano-2-fluorophenyl)-6,9-dioxo-5,8-diazaspiro-[3.5]nonane-2-carboxylate ClC1=CC=C(CN2C3(CC(C3)C(=O)OC)C(N(CC2=O)C2=C(C=C(C=C2)C#N)F)=O)C=C1